benzyl 3-(4-((tert-butoxycarbonyl)amino)piperidin-1-yl)azetidine-1-carboxylate C(C)(C)(C)OC(=O)NC1CCN(CC1)C1CN(C1)C(=O)OCC1=CC=CC=C1